5-[3-(4-methylpiperazin-1-yl)propylcarbamoylamino]isothiazole-4-carboxamide CN1CCN(CC1)CCCNC(=O)NC1=C(C=NS1)C(=O)N